[C@@H]1([C@H](O)[C@H](O)[C@@H](O)[C@@H](O1)C)OC1=CC=C(C(=C1C(=O)[O-])OC)O 6-[(6-deoxy-α-L-mannopyranosyl)oxy]-3-hydroxy-2-methoxybenzoate